1-[6-({4-[2-amino-6-(m-cyanophenyl)-4-pyridinyl]-1H-1,2,3-triazol-1-yl}methyl)-2-pyridinyl]-4-piperidinecarboxylic acid NC1=NC(=CC(=C1)C=1N=NN(C1)CC1=CC=CC(=N1)N1CCC(CC1)C(=O)O)C1=CC(=CC=C1)C#N